(2-(6-(5,6-dihydro-2H-pyran-3-yl)pyridin-2-yl)-1,6-naphthyridin-7-yl)methanamine O1CC(=CCC1)C1=CC=CC(=N1)C1=NC2=CC(=NC=C2C=C1)CN